methyl 2-((1-(6-chloro-3-ethyl-2-morpholino-4-oxo-3,4-dihydroquinazolin-8-yl)ethyl)amino)benzoate ClC=1C=C2C(N(C(=NC2=C(C1)C(C)NC1=C(C(=O)OC)C=CC=C1)N1CCOCC1)CC)=O